1-amino-4,4-dimethyl-piperidin-2-one NN1C(CC(CC1)(C)C)=O